ethyl 9,9-difluoro-1-morpholino-2-oxa-3-azaspiro[5.5]undec-3-ene-4-carboxylate FC1(CCC2(CC(=NOC2N2CCOCC2)C(=O)OCC)CC1)F